C(#N)C1=CC=C(C=C1)S(=O)(=O)NC=1C(=NN(C1C(=O)[O-])C)C1=CC=C(C=C1)F 4-((4-cyanophenyl) sulfonamido)-3-(4-fluorophenyl)-1-methyl-1H-pyrazole-5-carboxylate